carbamic acid (trimethylphenyl) ester CC1=C(C(=C(C=C1)OC(N)=O)C)C